C1(=CC=CC=C1)C=1C(=C(C=2CC3=CC=CC=C3C2C1)N(C1=C(C=CC=C1)C=1C(=CC=CC1)C1=CC=CC=C1)C1=C(C=CC=C1)C1=CC=CC=2OC3=C(C21)C=CC=C3)C3=CC=CC=C3 (diphenylfluorenyl)(dibenzofuranylphenyl)(terphenylyl)amine